C1(CC1)C=1C=CC=2N(C1)C=C(N2)CN (6-cyclopropylimidazo[1,2-a]pyridin-2-yl)methylamine